ClC1=CC=C(S1)COC1=C(C(=NN1C(=O)C=1N=CSC1)C1CN(CCC1C(F)(F)F)S(=O)(=O)N(C)C)C 3-{5-[(5-Chlorothiophen-2-yl)methoxy]-4-methyl-1-(1,3-thiazol-4-carbonyl)-1H-pyrazol-3-yl}-N,N-dimethyl-4-(trifluoromethyl)piperidin-1-sulfonamid